C(C1=CC=CC=C1)N1[C@@H](CC[C@H]1CO)COC(C(=O)OC)(F)F methyl 2-(((2S,5S)-1-benzyl-5-(hydroxymethyl)pyrrolidin-2-yl)methoxy)-2,2-difluoroacetate